tert-butyl-dimethyl-(thiazol-2-ylmethoxy)silane C(C)(C)(C)[Si](OCC=1SC=CN1)(C)C